N-(3-chloro-2-methylphenyl)-2-(1-methylcyclopropyl)-6-({[2-(trifluoromethyl)phenyl]carbonyl}amino)-1H-Benzimidazole-4-carboxamide ClC=1C(=C(C=CC1)NC(=O)C1=CC(=CC=2NC(=NC21)C2(CC2)C)NC(=O)C2=C(C=CC=C2)C(F)(F)F)C